Methyl 4-{1-[3-iso-propyl-4-(2-methylpropoxy)phenyl]-1-hydroxyethyl}benzoate C(C)(C)C=1C=C(C=CC1OCC(C)C)C(C)(O)C1=CC=C(C(=O)OC)C=C1